C1(CCCCC1)CCNC(=O)C1=C(OC=2N=CN=C(C21)NC2(CC2)C)C N-(2-cyclohexylethyl)-6-methyl-4-[(1-methylcyclopropyl)amino]furo[2,3-d]pyrimidine-5-carboxamide